[V].CC=1N=C(C=2N(C1)N=C(N2)NC(=O)C2=C(C=C(S2)C2CCN(CC2)C(=O)OC(C)(C)C)F)C Tert-butyl 4-[5-([6,8-dimethyl-[1,2,4]triazolo[1,5-a]pyrazin-2-yl]carbamoyl)-4-fluorothiophen-2-yl]piperidine-1-carboxylate vanadium